C(=C)OC([O-])=O mono-vinylcarbonate